2,5-dichloro-N-{4-[(5R)-7-chloro-4,4-difluoro-5-hydroxy-5-(hydroxymethyl)-2,3,4,5-tetrahydro-1H-1-benzazepine-1-carbonyl]-2-fluorophenyl}benzamide ClC1=C(C(=O)NC2=C(C=C(C=C2)C(=O)N2CCC([C@@](C3=C2C=CC(=C3)Cl)(CO)O)(F)F)F)C=C(C=C1)Cl